2-[[4-[(E)-3-[4-(3-Methylbutoxy)phenyl]prop-2-enoyl]phenyl]sulfonylamino]acetic acid CC(CCOC1=CC=C(C=C1)/C=C/C(=O)C1=CC=C(C=C1)S(=O)(=O)NCC(=O)O)C